1-({[5-(1H-indole-2-carbonyl)-4H,5H,6H,7H-[1,3]thiazolo[5,4-c]pyridin-2-yl]amino}methyl)-N-methylcyclobutane-1-carboxamide N1C(=CC2=CC=CC=C12)C(=O)N1CC2=C(CC1)N=C(S2)NCC2(CCC2)C(=O)NC